C(C)C=1N=CC=NC1 5-ethylpyrazine